C(C)N1C2=C(C=CC1=O)N(C=C2B2OC(C(O2)(C)C)(C)C)S(=O)(=O)C2=CC=C(C=C2)C 4-ethyl-1-(4-methylbenzenesulfonyl)-3-(4,4,5,5-tetramethyl-1,3,2-dioxaborolan-2-yl)-1H,4H,5H-pyrrolo[3,2-b]pyridin-5-one